BrC=1C=C2CN(C(N(C2=CC1)C)=O)C 6-bromo-1,3-dimethyl-3,4-dihydroquinazolin-2(1H)-one